S(OC1=CC=C(C=C1)OCC1=CC=C(C=C1)C(NCCC=C)=O)(=O)(=O)F 4-((4-(but-3-en-1-ylcarbamoyl)benzyl)oxy)phenyl sulfurofluoridate